2-[3-(2-prop-2-enoxyethoxy)propoxymethyl]oxirane C(C=C)OCCOCCCOCC1OC1